ClC1=C(C(=CC=C1Cl)OC)C1CC2CC(CC(N2C1)=O)O 2-(2,3-dichloro-6-methoxyphenyl)-7-hydroxy-hexahydroindolizin-5-one